vinyltris(2-butylaminoethoxy)silane C(=C)[Si](OCCNCCCC)(OCCNCCCC)OCCNCCCC